tert-butyl (2-((5-((4-(bis(4-methoxybenzyl)amino)-2-butoxyimidazo[2,1-f][1,2,4]triazin-7-yl)(hydroxy)methyl)pyridin-2-yl)oxy)ethyl)(methyl)carbamate COC1=CC=C(CN(C2=NC(=NN3C2=NC=C3C(C=3C=CC(=NC3)OCCN(C(OC(C)(C)C)=O)C)O)OCCCC)CC3=CC=C(C=C3)OC)C=C1